2,2'-{4-[(1S)-1-carboxy-4-{4-[2-(2-ethoxyethoxy)ethoxy]phenyl}butyl]-10-[1-carboxylato-3-hydroxypropyl]-1,4,7,10-tetraazacyclododecan-1,7-diyl}bis(4-hydroxybutanoat) C(=O)(O)[C@H](CCCC1=CC=C(C=C1)OCCOCCOCC)N1CCN(CCN(CCN(CC1)C(C(=O)[O-])CCO)C(CCO)C(=O)[O-])C(C(=O)[O-])CCO